C(C)OP(OCC)(=O)CSC1=C(C=CC=C1)F (2-Fluorophenylthio)methylphosphonic acid diethyl ester